1-[2,4-Dihydroxy-6-[(2S,3R,4S,5S,6R)-3,4,5-trihydroxy-6-(hydroxy-methyl)oxan-2-yl]oxyphenyl]-3-(4-hydroxyphenyl)propan-1-one OC1=C(C(=CC(=C1)O)O[C@@H]1O[C@@H]([C@H]([C@@H]([C@H]1O)O)O)CO)C(CCC1=CC=C(C=C1)O)=O